FC1=C(C=C(C=C1)C1(CC1)NCC1N(CC1)C(=O)OC(C)(C)C)OC(F)(F)F tert-butyl 2-(((1-(4-fluoro-3-(trifluoromethoxy)phenyl)cyclopropyl)amino)methyl)azetidine-1-carboxylate